(1-(3,4-dimethyl-2-(p-tolyl)-2H-pyrazolo[3,4-d]pyridazin-7-yl)piperidin-4-yl)(4-propylpiperazin-1-yl)methanone CC=1N(N=C2C(=NN=C(C21)C)N2CCC(CC2)C(=O)N2CCN(CC2)CCC)C2=CC=C(C=C2)C